C1(CCC1)C1CCN(CC1)S(=O)(=O)C1=CC=C(C=C1)NC(=O)C=1C=C(CN2CC(C2)NC(OCC2=CC=CC=C2)=O)C=CC1N(S(=O)(=O)C)C Benzyl (1-(3-((4-((4-cyclobutylpiperidin-1-yl)sulfonyl)phenyl)carbamoyl)-4-(N-methylmethylsulfonamido)benzyl)azetidin-3-yl)carbamate